ClC1=CC(=C(C=C1)C1CCC(CC1)C1=C(C=CC=C1)NS(=O)(=O)C1=CC=C(C=C1)S(=O)(=O)N(C)C)F N1-(2-(4-(4-chloro-2-fluorophenyl)cyclohexyl)phenyl)-N4,N4-dimethylbenzene-1,4-disulfonamide